FC1(CC(C1)C=1C=CC(=NC1F)[C@@H](NC(=O)[C@H]1N(C[C@@H](C1)F)C(CC=1OC(=CN1)C)=O)C1=CC=CC=C1)F (2S,4R)-N-[(S)-[5-(3,3-difluorocyclobutyl)-6-fluoropyridin-2-yl](phenyl)methyl]-4-fluoro-1-[2-(5-methyl-1,3-oxazol-2-yl)acetyl]pyrrolidine-2-carboxamide